2-(4-((cyclohexylmethyl)amino)piperazin-1-yl)-8-nitro-6-(trifluoromethyl)-4H-benzo[e][1,3]thiazin-4-one C1(CCCCC1)CNN1CCN(CC1)C=1SC2=C(C(N1)=O)C=C(C=C2[N+](=O)[O-])C(F)(F)F